ClC1=C(C=C(C=O)C(=C1)Cl)C=O 4,6-dichloroisophthalaldehyde